Tert-Butyl 6-cyano-2-azaspiro[3.3]heptane-2-carboxylate C(#N)C1CC2(CN(C2)C(=O)OC(C)(C)C)C1